ClC=1C=CC(=C(C1)C1=CC(N(C=C1OC)[C@H](C(=O)NC1=CC=C(C(=O)O)C=C1)CCOC)=O)C=1C=NN(C1)C(F)F 4-({(2S)-2-[4-{5-chloro-2-[1-(difluoromethyl)-1H-pyrazol-4-yl]phenyl}-5-methoxy-2-oxopyridin-1(2H)-yl]-4-methoxybutyryl}amino)benzoic acid